C[C@@H]1[C@@H](C(N(C2=C(O1)C=CC=N2)C([2H])([2H])[2H])=O)NC(OC(C)(C)C)=O tert-butyl ((2R,3S)-2-methyl-5-trideuteriomethyl-4-oxo-2,3,4,5-tetrahydropyrido[3,2-b][1,4]oxazepin-3-yl)carbamate